2-(4-(6-((4-cyano-2-fluorobenzyl)oxy)pyridin-2-yl)-2,5-difluorobenzyl)-1H-benzo[d]imidazole-6-carboxylic acid methyl ester COC(=O)C=1C=CC2=C(NC(=N2)CC2=C(C=C(C(=C2)F)C2=NC(=CC=C2)OCC2=C(C=C(C=C2)C#N)F)F)C1